2-[6-(1,6-diazaspiro[3.4]oct-6-yl)pyridazin-3-yl]-5-(2-methylimidazo[1,2-a]pyridin-6-yl)pyridin-3-ol N1CCC12CN(CC2)C2=CC=C(N=N2)C2=NC=C(C=C2O)C=2C=CC=1N(C2)C=C(N1)C